NC1=NC(=C2N=CN(C2=N1)[C@H]1[C@]([C@@H]([C@H](O1)CO[P@@](=O)(OC1=CC=CC=C1)N[C@@H](C)C(=O)OC(C)C)O)(C(F)(F)F)F)NC Isopropyl ((R)-(((2R,3R,4R,5R)-5-(2-amino-6-(methylamino)-9H-purin-9-yl)-4-fluoro-3-hydroxy-4-(trifluoromethyl)tetrahydrofuran-2-yl)methoxy)(phenoxy)phosphoryl)-L-alaninate